C(C1=CC=CC=C1)OC(=O)N1CCC=2C=C(N=CC2C1)C(=O)O 7-((benzyloxy)carbonyl)-5,6,7,8-tetrahydro-2,7-naphthyridine-3-carboxylic acid